hydroxymethylbutyrate (hydroxyl methyl butyrate) OCC(C(=O)O)CC.OCOC(CCC)=O